(2S,4R)-1-((S)-2-amino-3,3-dimethylbutanoyl)-N-((S)-1-(5-(2,6-difluorophenyl)pyridin-2-yl)ethyl)-4-hydroxypyrrolidine-2-carboxamide N[C@H](C(=O)N1[C@@H](C[C@H](C1)O)C(=O)N[C@@H](C)C1=NC=C(C=C1)C1=C(C=CC=C1F)F)C(C)(C)C